CC1(OC2=C(O1)C=CC=C2C2CCN(CC2)CC2=NC=C(C=C2CC2(CC2)C#N)C2=NN=C(N2)C(F)(F)F)C=2C=NC(=CC2)C 1-{[2-({4-[2-Methyl-2-(6-methylpyridin-3-yl)-2H-1,3-benzodioxol-4-yl]piperidin-1-yl}methyl)-5-[5-(trifluoromethyl)-4H-1,2,4-triazol-3-yl]pyridin-3-yl]methyl}cyclopropane-1-carbonitrile